N[C@H]1C[C@@H](O[C@@H]1CO)N1C=NC=2C(=O)NC(N)=NC12 3'-amino-dideoxyguanosine